C(C)(=O)O[C@@H]1[C@@H]([C@H](OC1OC(C)=O)COCCOCCOCCOCC1=CC=CC=C1)OC(C)=O acetic acid [(2R,3R,4R)-4,5-diacetoxy-2-[2-[2-(2-benzyloxyethoxy) ethoxy]-ethoxymethyl] tetrahydro-furan-3-yl] ester